7-(6-(4,4-difluoropiperidin-1-yl)pyridin-3-yl)-2-(hydroxymethyl)-5,5-dimethyl-4-(methylamino)-5,7-dihydro-6H-pyrrolo[2,3-d]pyrimidin-6-one FC1(CCN(CC1)C1=CC=C(C=N1)N1C(C(C2=C1N=C(N=C2NC)CO)(C)C)=O)F